5-benzyl-2-oxa-5,8-diazaspiro[3.5]nonane-8-carboxylic acid tert-butyl ester C(C)(C)(C)OC(=O)N1CCN(C2(COC2)C1)CC1=CC=CC=C1